3-iodo-6-(1-(2-methoxyethyl)-1H-imidazol-4-yl)pyrazolo[1,5-a]pyridine IC=1C=NN2C1C=CC(=C2)C=2N=CN(C2)CCOC